tert-butyl (5-(5-chloro-1-methyl-1H-pyrrolo[2,3-c]pyridin-2-yl)-6-methoxypyrimidin-4-yl)(methyl)carbamate ClC=1C=C2C(=CN1)N(C(=C2)C=2C(=NC=NC2OC)N(C(OC(C)(C)C)=O)C)C